FC=1C=C(C=CC1OC1=CC=NC2=CC(=CN=C12)OC)NC(=O)C=1C(=NC(=C(C1O)C1=C(C=C(C=C1)F)C)C)COC N-[3-fluoro-4-[(7-methoxy-1,5-naphthyridin-4-yl)oxy]phenyl]-5-(4-fluoro-2-methylphenyl)-4-hydroxy-2-(methoxymethyl)-6-methylpyridine-3-carboxamide